C(#N)C=1C=NN2C1C(=CC(=C2)OCC(C)(C)O)C=2C=CC(=NC2)N2[C@@H]1CC3CC(C[C@@H]2C3)(C1)NS(=O)(=O)C N-((1R,3S,5s,7s)-2-(5-(3-cyano-6-(2-hydroxy-2-methylpropoxy)pyrazolo[1,5-a]pyridin-4-yl)pyridin-2-yl)-2-azaadamantan-5-yl)methanesulfonamide